4-fluoro-1-isopropyl-8-methoxy-1H-[1,2,3]triazolo[4,5-H]quinazoline FC1=CC=2C=NC(=NC2C2=C1N=NN2C(C)C)OC